C(CC)N(C1=CC=C(C=C1)C1=CC=CC=C1)CCC 4'-(dipropylamino)-[1,1'-biphenyl]